2-chloro-N-(3-((4-((1-cycloheptylpiperidin-4-yl)amino)-7-(trifluoromethyl)quinazolin-2-yl)amino)propyl)acetamide ClCC(=O)NCCCNC1=NC2=CC(=CC=C2C(=N1)NC1CCN(CC1)C1CCCCCC1)C(F)(F)F